FC(C1=CC=C(C=C1)P(C1=CC=C(C=C1)C(F)(F)F)=O)(F)F bis(4-trifluoromethyl-phenyl)phosphine oxide